((6-bromo-4-methoxy-2',3',4',5'-tetrahydro-[1,1'-biphenyl]-2-yl)ethynyl)trimethylsilane BrC1=CC(=CC(=C1C=1CCCCC1)C#C[Si](C)(C)C)OC